2-[2-(3-pyridyl)ethylamino]-acetic acid N1=CC(=CC=C1)CCNCC(=O)O